C(C)(=O)N[C@H](CC(=O)OC)C methyl (S)-3-acetamidobutyrate